C(CCCCCCC\C=C/CCCCCCCC)(=O)N cis-9-octadeceneamide